C12CN(CC(CC1)N2)C2=NC(=NC1=C(C(=C(C=C21)C(F)(F)F)C2=CC=C(C=1SC(=C(C12)C#N)N)F)F)OCC12COC(C1)(C2)CC 4-(4-(3,8-diazabicyclo[3.2.1]oct-3-yl)-2-((1-ethyl-2-oxabicyclo[2.1.1]hex-4-yl)methoxy)-8-fluoro-6-(trifluoromethyl)quinazolin-7-yl)-2-amino-7-fluorobenzo[b]thiophene-3-carbonitrile